(2R,4S)-5,5-dihydroxy-9-{1-[(1H-imidazol-4-yl)acetyl]azetidin-3-yl}oxy-6-oxa-5-boranuidatricyclo[5.4.0.02,4]undeca-1(11),7,9-triene-8-carboxylic acid O[B-]1([C@H]2C[C@H]2C2=CC=C(C(=C2O1)C(=O)O)OC1CN(C1)C(CC=1N=CNC1)=O)O